ClC=1C=C(C=CC1F)NC(N(CC(C)C)[C@@H]1COCC=2NC(C=3C=C(C=CC3C21)F)=O)=O (S)-3-(3-chloro-4-fluorophenyl)-1-(8-fluoro-6-oxo-1,4,5,6-tetrahydro-2H-pyrano[3,4-c]isoquinolin-1-yl)-1-isobutylurea